COC=1C=C(C=CC1OC)C=1C(=NN2C1N=C(N=C2NCC2=CC=C(C=C2)F)C)C 8-(3,4-Dimethoxyphenyl)-N-[(4-fluorophenyl)methyl]-2,7-dimethyl-pyrazolo[1,5-a][1,3,5]triazin-4-amin